1-(1-(2-Chloro-5-((1-(2,2-difluoroethyl)-1H-pyrazol-4-yl)ethynyl)pyridin-4-yl)-4-methylpiperidin-4-yl)-N,N-dimethylmethanamine ClC1=NC=C(C(=C1)N1CCC(CC1)(C)CN(C)C)C#CC=1C=NN(C1)CC(F)F